1,3-bis-iminoisoindoline N=C1NC(C2=CC=CC=C12)=N